2-((5-(7-(trans-3-(difluoromethyl)pyrrolidine-2-carbonyl)-2,7-diazaspiro[3.5]non-2-yl)-1,2,4-triazin-6-yl)oxy)-N-ethyl-5-fluoro-N-isopropylbenzamide FC([C@H]1[C@@H](NCC1)C(=O)N1CCC2(CN(C2)C=2N=CN=NC2OC2=C(C(=O)N(C(C)C)CC)C=C(C=C2)F)CC1)F